2-(1H-imidazol-4-yl)-6-(trifluoromethyl)pyridine hydrochloride Cl.N1C=NC(=C1)C1=NC(=CC=C1)C(F)(F)F